BrC1=CC(=C(C(=O)NCCCC(F)(F)F)C=C1)Cl 4-bromo-2-chloro-N-(4,4,4-trifluorobutyl)benzamide